F[C@H]1C[C@H](CC1)C=1N(C2=C(C=NC=3C=CC(=CC23)C#N)N1)[C@H]1CN(CC1)C 2-[cis-3-fluorocyclopentyl]-1-[(3R)-1-methylpyrrolidin-3-yl]-1H-imidazo[4,5-c]quinoline-8-carbonitrile